(2-methoxyphenyl)ethanone tert-Butyl-4-acetonylidenepiperidine-1-carboxylate C(C)(C)(C)OC(=O)N1CCC(CC1)=CC(=O)C.COC1=C(C=CC=C1)C(C)=O